O1CC(=CC1)C=1C=2N(C=C(C1)C(F)(F)F)C=C(N2)C(=O)N2C[C@H]([C@@]1(CC2)NCC2=CC=CC=C2C1)O (8-(2,5-dihydrofuran-3-yl)-6-(trifluoromethyl)imidazo[1,2-a]pyridin-2-yl)((3R,3'R)-3'-hydroxy-1,4-dihydro-2H-spiro[isoquinoline-3,4'-piperidin]-1'-yl)methanone